CN(C([C@H]([C@@H](C)C1=CC=CC=C1)CNC1=CC=CC=C1)=O)C (2R,3R)-N,N-Dimethyl-3-phenyl-2-((phenylamino)methyl)butanamide